C1(CC1)N1N=CC=C1C(CNC(OC(C)(C)C)=O)=O tert-butyl [2-(1-cyclopropyl-1H-pyrazol-5-yl)-2-oxoethyl]carbamate